C(#N)C1=CC(=C(COC2=CC=CC(=N2)C=2C=CC(=C3COCC23)CC2=NC3=C(N2CCOC)C=C(C=C3)C(=O)O)C=C1)F 2-((7-(6-((4-cyano-2-fluorobenzyl)oxy)pyridin-2-yl)-1,3-dihydroisobenzofuran-4-yl)methyl)-1-(2-methoxyethyl)-1H-benzo[d]imidazole-6-carboxylic acid